ONC(=O)C12CN(CC(CC1)N2S(=O)(=O)N2CCC(CC2)OC2=CC=NC=C2)C(=O)OCCOC 2-methoxyethyl 1-(hydroxycarbamoyl)-8-((4-(pyridin-4-yloxy)piperidin-1-yl)sulfonyl)-3,8-diazabicyclo[3.2.1]octane-3-carboxylate